6-chloro-3',6'-dihydro-[3,4'-bipyridine]-1'(2'H)-carboxylate ClC1=CC=C(C=N1)C=1CCN(CC1)C(=O)[O-]